5-((5-(4-chlorophenyl)furan-2-yl)methylene)-3-phenethyl-2-thioxothiazolidin-4-one ClC1=CC=C(C=C1)C1=CC=C(O1)C=C1C(N(C(S1)=S)CCC1=CC=CC=C1)=O